FCC(O)C1CC1 (fluoromethyl)cyclopropylmethanol